FC=1C=C(C(=O)NC=2SC3=C(N2)C=CC(=C3)N3CCCC3)C=C(C1O)C=O 3-fluoro-5-formyl-4-hydroxy-N-(6-(pyrrolidin-1-yl)benzo[d]thiazol-2-yl)benzamide